(S)-2-hydroxy-3-((7-(5-methyl-1,2,4-oxadiazol-3-yl)isoquinolin-1-yl)amino)-N-(1-methyl-5-(5-propyl-1,2,4-oxadiazol-3-yl)-1H-pyrazol-3-yl)propanamide O[C@H](C(=O)NC1=NN(C(=C1)C1=NOC(=N1)CCC)C)CNC1=NC=CC2=CC=C(C=C12)C1=NOC(=N1)C